FC1=CC(=CC2=C1NC(=N2)C2=CC(=NN2C)NC(=O)C=2C=NC(=CC2)N2CCN(CC2)CCO)OC N-[5-(7-fluoro-5-methoxy-1H-benzimidazol-2-yl)-1-methyl-pyrazol-3-yl]-6-[4-(2-hydroxyethyl)piperazin-1-yl]pyridine-3-carboxamide